18-[(2-methylpropan-2-yl)oxy]-18-oxooctadecanoic acid CC(C)(C)OC(CCCCCCCCCCCCCCCCC(=O)O)=O